O=C1NC(CCC1C1=NN(C2=CC(=CC=C12)OCC(=O)NCC1=CC(N(C=C1)C)=O)C)=O 2-((3-(2,6-dioxopiperidin-3-yl)-1-methyl-1H-indazol-6-yl)oxy)-N-((1-methyl-2-oxo-1,2-dihydropyridin-4-yl)methyl)acetamide